C(C1=CC=CC=C1)NC1=C(C(=O)N)C=CC(=C1)C1=CNC2=NC=CC=C21 2-(benzylamino)-4-(1H-pyrrolo[2,3-b]pyridin-3-yl)benzamide